2-ethoxy-4-(2-propen-1-yl)-phenol C(C)OC1=C(C=CC(=C1)CC=C)O